IMIDAZOPYRIDINE-2-CARBOXAMIDE N1C(=NC2=C1C=CC=N2)C(=O)N